tert-butyl ((S)-4-bromo-3-oxo-1-((S)-2-oxopiperidin-3-yl)butan-2-yl)carbamate BrCC([C@H](C[C@H]1C(NCCC1)=O)NC(OC(C)(C)C)=O)=O